(7-(2-(1-amino-2-(3,5-difluorophenyl)ethyl)-7-bromo-4-oxoquinazolin-3(4H)-yl)-4-chloro-1-(2,2-difluoroethyl)-1H-indazol-3-yl)methanesulfonamide NC(CC1=CC(=CC(=C1)F)F)C1=NC2=CC(=CC=C2C(N1C=1C=CC(=C2C(=NN(C12)CC(F)F)CS(=O)(=O)N)Cl)=O)Br